N'-hydroxy-6-methylpyrimidine-4-carboxamidine ON=C(N)C1=NC=NC(=C1)C